difluoromethyldimethylsilane FC(F)[SiH](C)C